1-(1H-indole-2-ylcarbonyl)azetidin-3-amine N1C(=CC2=CC=CC=C12)C(=O)N1CC(C1)N